N-(4-(4-benzylpiperazin-1-yl)quinolin-3-yl)benzamide C(C1=CC=CC=C1)N1CCN(CC1)C1=C(C=NC2=CC=CC=C12)NC(C1=CC=CC=C1)=O